C(C)C1=C(C=C(C(=C1)O)F)C1=CC=C2C(=NNC2=C1)C=1NC=C(N1)CC1(CC1)C(=O)NC ((2-(6-(2-ethyl-5-fluoro-4-hydroxyphenyl)-1H-indazol-3-yl)-1H-imidazol-4-yl)methyl)-N-methylcyclopropanecarboxamide